CC1=COC2=C(C=C(C=C2C1=O)C)C(C)NC1=C(C=CC=C1)B1OC(C(O1)(C)C)(C)C 3,6-dimethyl-8-[1-[2-(4,4,5,5-tetramethyl-1,3,2-dioxaborolan-2-yl)anilino]ethyl]chromen-4-one